C(\C=C\C(=O)O)(=O)O.N1(C=NC2=C1C=CC=C2)CCN(C)C 2-(1H-benzo[d]imidazol-1-yl)-N,N-dimethylethan-1-amine fumarate salt